N,O-Bis(trifluoroacetyl)hydroxylamine C(=O)(C(F)(F)F)NOC(=O)C(F)(F)F